(3-methoxyphenyl)methanone COC=1C=C(C=CC1)C=O